(S)-2-ethyl-6-((4-((2-hydroxy-1-phenylethyl)amino)-5-(1,3,4-oxadiazol-2-yl)pyrimidin-2-yl)amino)-1-isopropyl-1,2-dihydro-3H-indazol-3-one C(C)N1N(C2=CC(=CC=C2C1=O)NC1=NC=C(C(=N1)N[C@H](CO)C1=CC=CC=C1)C=1OC=NN1)C(C)C